N-(4-(2-(3-hydroxypropyl)-5-(2-(phenylamino)pyridin-3-yl)-1H-imidazol-4-yl)phenyl)-2-(1-oxoisoindolin-2-yl)-2-phenylacetamide OCCCC=1NC(=C(N1)C1=CC=C(C=C1)NC(C(C1=CC=CC=C1)N1C(C2=CC=CC=C2C1)=O)=O)C=1C(=NC=CC1)NC1=CC=CC=C1